2,2',2''-(10-(naphthalen-2-ylmethyl)-1,4,7,10-tetraazacyclododecane-1,4,7-triyl)triacetic acid C1=C(C=CC2=CC=CC=C12)CN1CCN(CCN(CCN(CC1)CC(=O)O)CC(=O)O)CC(=O)O